S1C(=CC=C1)CCCO 3-(thiophen-2-yl)propan-1-ol